2-(4-(adamantan-1-yl)phenyl)-4-(2'-(4,6-diphenyl-1,3,5-triazin-2-yl)-[1,1'-biphenyl]-2-yl)-6-phenyl-1,3,5-triazine C12(CC3CC(CC(C1)C3)C2)C2=CC=C(C=C2)C2=NC(=NC(=N2)C2=C(C=CC=C2)C2=C(C=CC=C2)C2=NC(=NC(=N2)C2=CC=CC=C2)C2=CC=CC=C2)C2=CC=CC=C2